2-(3-(((18-methoxy-18-oxooctadec-7-yl)oxy)carbonyl)oxiran-2-yl)acetic acid COC(CCCCCCCCCCC(CCCCCC)OC(=O)C1C(O1)CC(=O)O)=O